tert-butyl (S)-2-(((tert-butyldiphenylsilyl) oxy) methyl)-4-(4-fluorophenyl)-2,5-dihydro-1H-pyrrole-1-carboxylate [Si](C1=CC=CC=C1)(C1=CC=CC=C1)(C(C)(C)C)OC[C@H]1N(CC(=C1)C1=CC=C(C=C1)F)C(=O)OC(C)(C)C